C(C)OC(=O)C=1[C@@H](N=C(NC1CN1CC2=C(CC1)C(NC2)=O)C=2SC=CN2)C2=C(C(=CC=C2)F)C (S)-4-(3-fluoro-2-methylphenyl)-6-((1-oxo-1,2,3,4,6,7-hexahydro-5H-pyrrolo[3,4-c]pyridin-5-yl)methyl)-2-(thiazol-2-yl)-1,4-dihydropyrimidine-5-carboxylic acid ethyl ester